N'-ethyl-pseudouridine C(C)N1C(NC=C([C@H]2[C@H](O)[C@H](O)[C@@H](CO)O2)C1=O)=O